[2-(7-Fluoro-2,4-dimethyl-indol-1-yl)-ethyl]-[6-(1H-indol-5-yl)-pyrimidin-4-yl]-amin FC=1C=CC(=C2C=C(N(C12)CCNC1=NC=NC(=C1)C=1C=C2C=CNC2=CC1)C)C